2-(hydroxymethyl)-4-pyridinecarboxamide OCC1=NC=CC(=C1)C(=O)N